BrC=1C=C(C=C2C=CN=CC12)CC(C(=O)[O-])(C)C 8-bromoisoquinolin-6-ylpivalate